NC=1SC(=CN1)C(=O)OC methyl 2-aminothiazole-5-carboxylate